2-[2-(tert-butyldimethylsilyloxy)ethoxy]Ethylamine [Si](C)(C)(C(C)(C)C)OCCOCCN